3-methoxy-4-trifluoromethylphenylacetic acid COC=1C=C(C=CC1C(F)(F)F)CC(=O)O